NC=1SC2=C(N1)C=C(C=C2)C#N 2-amino-1,3-benzothiazole-5-carbonitrile